(tert-butyl 2-(2-(2-hydroxyethoxy) ethoxy) ethyl) carbamate C(N)(OCC(OCCOCCO)C(C)(C)C)=O